2-{[(2R,7aS)-2-fluoro-hexahydropyrrolizin-7a-yl]methoxy}-7-bromo-6-chloro-8-fluoro-5-[(2R)-2-[1-(oxan-2-yloxy)cyclopropyl]-2-(oxolan-3-ylamino)ethoxy]quinazolin-4-ol F[C@@H]1C[C@@]2(CCCN2C1)COC1=NC2=C(C(=C(C(=C2C(=N1)O)OC[C@@H](NC1COCC1)C1(CC1)OC1OCCCC1)Cl)Br)F